C(C)(C)(C)OC(=O)N[C@@H](C(=O)OC)CI (S)-Methyl 2-(tert-butoxycarbonylamino)-3-iodopropanoate